1,3-dioxan-hepten-2-one OC(OC=CCC)=O